CC([C@@H](C(=O)N1[C@H](C[C@@H](C1)O)C(=O)NC)N1N=NC(=C1)CNC1COCC1)(C)C (2R,4S)-1-[(2S)-3,3-dimethyl-2-[4-[(tetrahydrofuran-3-ylamino)methyl]triazol-1-yl]butanoyl]-4-hydroxy-N-methyl-pyrrolidine-2-carboxamide